3-(2,3-dihydrobenzofuran-7-yl)propan-1-ol O1CCC2=C1C(=CC=C2)CCCO